(1r,4r)-4-Methylcyclohexan-1-aminium chloride [Cl-].CC1CCC(CC1)[NH3+]